C(CCC)N(CCC)CCC n-butyldipropylamine